N-{(5S)-8-Chloro-1-[trans-4-(pyridin-2-yloxy)cyclohexyl]-5,6-dihydro-4H-[1,2,4]triazolo[4,3-a][1]benzazepin-5-yl}-N3,N3-dimethyl-β-alaninamid ClC=1C=CC2=C(C[C@@H](CC=3N2C(=NN3)[C@@H]3CC[C@H](CC3)OC3=NC=CC=C3)NC(CCN(C)C)=O)C1